CC=1C(=CC(=NC1)C1=NC(=NC=C1)C1(C(NCC1)=O)C)N1C(C=CC=C1C)=O 5',6-dimethyl-2'-(2-(3-methyl-2-oxopyrrolidin-3-yl)pyrimidin-4-yl)-2H-[1,4'-bipyridin]-2-one